4-[(E)-3-[2-Hydroxy-6-[[4-(trifluoromethoxy)phenyl]-methoxy]phenyl]-3-oxoprop-1-enyl]benzoic acid OC1=C(C(=CC=C1)OCC1=CC=C(C=C1)OC(F)(F)F)C(/C=C/C1=CC=C(C(=O)O)C=C1)=O